COC[C@H](C)NC=1N=CC2=C(N1)NC=C2C2=CC=1N(C=C2)N=CC1C(=O)N1CCCCC1 (S)-(5-(2-((1-methoxypropan-2-yl)amino)-7H-pyrrolo[2,3-d]pyrimidin-5-yl)pyrazolo[1,5-a]pyridin-3-yl)(piperidin-1-yl)methanone